(E)-3-(benzofuran-2-yl)-1-(6-methoxy-2,4-bis(methoxymethoxy)-3-(3-methylbut-2-en-1-yl)phenyl)prop-2-en-1-one O1C(=CC2=C1C=CC=C2)/C=C/C(=O)C2=C(C(=C(C=C2OC)OCOC)CC=C(C)C)OCOC